N-[5-[2-(2-aminoethoxy)phenyl]-2,4-difluorophenyl]-3-chloro-5-(hydrazinocarbonyl)-2-methoxybenzenesulfonamide hydrochloride Cl.NCCOC1=C(C=CC=C1)C=1C(=CC(=C(C1)NS(=O)(=O)C1=C(C(=CC(=C1)C(=O)NN)Cl)OC)F)F